FC1=CC2=C(N=C(S2)CNN(C(C)=O)C)C=C1 N'-[(6-fluoro-1,3-benzothiazol-2-yl)methyl]-N-methyl-acetohydrazide